ClC1=C(C=C(C=C1)F)NC=1C=CC(=NC1NC(C1=CC(=CC(=C1)C(F)(F)F)F)=O)C(=O)NC 5-[(2-chloro-5-fluorophenyl)amino]-6-[3-fluoro-5-(trifluoromethyl)benzamido]-N-methylpyridine-2-carboxamide